(2R,4R)-1-(2,6-dimethyl-benzyl)-4-((3-fluoro-6-((5-methyl-1H-pyrazol-3-yl)amino)pyridin-2-yl)-methyl)-2-methylpiperidine-4-carboxylic acid CC1=C(CN2[C@@H](C[C@@](CC2)(C(=O)O)CC2=NC(=CC=C2F)NC2=NNC(=C2)C)C)C(=CC=C1)C